BrC1=NN2C(NC(=CC2=O)C2=CC=C(C=C2)C2CCCCC2)=C1C(=O)OCC ethyl 2-bromo-5-(4-cyclohexylphenyl)-7-oxo-4,7-dihydropyrazolo[1,5-a]pyrimidine-3-carboxylate